5-(acetyloxy)-4-(4'-chloro-4-cyclopropyl-2'-fluoro[1,1'-biphenyl]-3-yl)-3,6-dihydro-2,2,6,6-tetramethyl-2H-pyran-3-one C(C)(=O)OC1=C(C(C(OC1(C)C)(C)C)=O)C=1C=C(C=CC1C1CC1)C1=C(C=C(C=C1)Cl)F